[Sb](=S)=[Se].[Sb] antimony-antimony sulfide selenide